(3S,5S,9R,10S,13R,17R)-10,13-dimethyl-17-((R)-6-methylheptane-2-yl)-2,3,4,5,6,7,9,10,11,12,13,15,16,17-tetradecahydro-1H-cyclopenta[a]phenanthrene C[C@]12[C@H]3CC[C@@]4([C@H](CCC4=C3CC[C@@H]2CCCC1)[C@H](C)CCCC(C)C)C